FC(C1=CC=C(C=C1)C1=NN=C2C=3N=CN(C3N=CN21)[C@@H]2O[C@@H]([C@@H]([C@@H]2O)O)CO)(F)F (2r,3s,4r,5r)-2-{3-[4-(trifluoromethyl)phenyl]-7H-[1,2,4]triazolo[3,4-i]purin-7-yl}-5-(hydroxymethyl)tetrahydrofuran-3,4-diol